BrC1=C(C2=C(N=CN=C2)S1)C 6-bromo-5-methyl-thieno[2,3-d]pyrimidine